COC1=C(OC=C1)C(CC(=O)OCC)C[N+](=O)[O-] Ethyl 3-(3-methoxyfuran-2-yl)-4-nitrobutanoate